2-((8-(3-((4-cyano-2-fluorobenzyl)oxy)phenyl)-3,8-diazabicyclo[3.2.1]octan-3-yl)methyl)-1-(((S)-oxetan-2-yl)methyl)-1H-benzo[d]imidazole-6-carboxylic acid C(#N)C1=CC(=C(COC=2C=C(C=CC2)N2C3CN(CC2CC3)CC3=NC2=C(N3C[C@H]3OCC3)C=C(C=C2)C(=O)O)C=C1)F